1-methoxy-3,4-dihydroisoquinoline COC1=NCCC2=CC=CC=C12